C(CCCCC(=O)OCC1CC2C(CC1C)O2)(=O)OCC2CC1C(CC2C)O1 bis(3,4-epoxy- 6-methylcyclohexyl-methyl) adipate